BrCCOC1=C(SC(=C1)Cl)C(=O)OC methyl 3-(2-bromoethoxy)-5-chlorothiophene-2-carboxylate